2'-methoxy-[1,1'-biphenyl]-4-carboxamide COC1=C(C=CC=C1)C1=CC=C(C=C1)C(=O)N